CN1C[C@@H]2CN(C[C@@H]2C1)C1=CC(=C(N)C=C1CC)OC 4-[(3aS,6aR)-2-methyl-1,3,3a,4,6,6a-hexahydropyrrolo[3,4-c]pyrrol-5-yl]-5-ethyl-2-methoxy-aniline